C(C1=CC=CC=C1)OC(=O)N1CC(CCC1)C1=NC=NN1 3-(1H-1,2,4-triazol-5-yl)piperidine-1-carboxylic acid benzyl ester